methyl aminolevulinate (methyliminolevulinate) CN=C(C(=O)O)CC(=O)C.NC(C(=O)OC)CC(=O)C